p-hydroxypiperidine OC1CCNCC1